NC(/N=C(/NC1=CC=C(C=C1)Cl)\N)=NCCCCCCN=C(/N=C(/NC1=CC=C(C=C1)Cl)\N)N (1E)-2-[6-[(amino-[(E)-[amino-(4-chloroanilino)methylidene]amino]methylidene)amino]hexyl]-1-[amino-(4-chloroanilino)methylidene]guanidine